ClC1=C(C=C(C=C1)C1=CN(C2=NC(=CC=C21)C(=O)N2C(CN(CC2)C2=NC(=C(C(=O)O)C(=C2)C)C)(C)C)C(C)C)F 6-(4-(3-(4-chloro-3-fluorophenyl)-1-isopropyl-1H-pyrrolo[2,3-b]pyridine-6-carbonyl)-3,3-dimethylpiperazin-1-yl)-2,4-dimethylnicotinic acid